[4-(5-fluoropyrimidin-2-yl)-2-methylpiperazine-1-carbonyl]-6-methyl-N-(1-methylcyclopropyl)furo[2,3-d]pyrimidin-4-amine FC=1C=NC(=NC1)N1CC(N(CC1)C(=O)C=1N=C(C2=C(N1)OC(=C2)C)NC2(CC2)C)C